1-thieno[2,3-d]pyrimidin-4-yl-N3-(3-chloro-4-(4-((1s,2s,4r)-bicyclo[2.2.1]hept-2-yl)piperazin-1-yl)phenyl)-1H-1,2,4-triazole-3,5-diamine N1=CN=C(C2=C1SC=C2)N2N=C(N=C2N)NC2=CC(=C(C=C2)N2CCN(CC2)[C@@H]2[C@H]1CC[C@@H](C2)C1)Cl